FC(C1=CC=C(C=C1)C(CC)O)(F)F 1-(4-trifluoromethylphenyl)-1-propanol